2-((1H-benzo[d][1,2,3]triazol-5-yl)methyl)-3-((4-chloro-1-(2-oxaspiro[3.3]heptan-6-yl)-1H-pyrazol-3-yl)methyl)isoindolin-1-one Silver Thiosulphate S(=S)(=O)([O-])[O-].[Ag+].N1N=NC2=C1C=CC(=C2)CN2C(C1=CC=CC=C1C2CC2=NN(C=C2Cl)C2CC1(COC1)C2)=O.[Ag+]